N-(3-chloro-5-(methylsulfonamido)phenyl)-5-methyl-1-(5-(2-oxopyrrolidin-1-yl)pyridin-2-yl)-1H-pyrrole-3-carboxamide ClC=1C=C(C=C(C1)NS(=O)(=O)C)NC(=O)C1=CN(C(=C1)C)C1=NC=C(C=C1)N1C(CCC1)=O